ethyl 2-[1-(4-methyl-1,3-thiazol-2-yl)-1H-pyrazol-4-yl]propanoate CC=1N=C(SC1)N1N=CC(=C1)C(C(=O)OCC)C